FC(C(=O)[O-])(F)F.C(C)(=O)OC(OC(C(=O)OC1CC2CCC(C1)[N+]21CCCC1)(C1=CC=CC=C1)C1=CC=CC=C1)C1=CC=CC=C1 3-(2-(Acetoxy(phenyl)methoxy)-2,2-diphenylacetoxy)spiro[bicyclo[3.2.1]octane-8,1'-pyrrolidin]-8-ium 2,2,2-trifluoroacetate